NC1CN(CCC1)C1=C2C(=NC=C1)N(C(=N2)C2=CC(=C(C#N)C=C2)F)C2=CC=C(C=C2)N2CCCCC2 4-(7-(3-Aminopiperidin-1-yl)-3-(4-(piperidin-1-yl)phenyl)-3H-imidazo[4,5-b]pyridin-2-yl)-2-fluorobenzonitrile